(2S,5R)-5-(2-chlorophenyl)-1-(1-(4-methyl-2-nitrophenyl)piperidine-4-carbonyl)pyrrolidine-2-carboxylic acid ClC1=C(C=CC=C1)[C@H]1CC[C@H](N1C(=O)C1CCN(CC1)C1=C(C=C(C=C1)C)[N+](=O)[O-])C(=O)O